C(#C)C1=CC=C(C=C1)C 1-ethynyl-4-Methylbenzene